COC1=CC=C(C=C1)N[C@H](C(=O)OC)C(C=C)(C)C methyl (2S)-2-[(4-methoxyphenyl)amino]-3,3-dimethylpent-4-enoate